(R)-3-(3-chloro-4-fluorophenyl)-1-(1-(5-fluoro-4-oxo-3,4-dihydrophthalazin-1-yl)ethyl)-1-methylurea ClC=1C=C(C=CC1F)NC(N(C)[C@H](C)C1=NNC(C2=C(C=CC=C12)F)=O)=O